C1(CC1)CN1CC(=CC(C1)C)C1=CNC2=NC=CC=C21 3-(1-(cyclopropylmethyl)-5-methyl-1,2,5,6-tetrahydropyridin-3-yl)-1H-pyrrolo[2,3-b]Pyridine